4-bromo-N-(2-(5-(5-(2-cyclopentylethyl)-1,2,4-oxadiazol-3-yl)-1H-benzo[d]imidazol-1-yl)ethyl)benzamide BrC1=CC=C(C(=O)NCCN2C=NC3=C2C=CC(=C3)C3=NOC(=N3)CCC3CCCC3)C=C1